3-BROMO-4-[(2-CHLOROPROP-2-EN-1-YL)OXY]BENZALDEHYDE BrC=1C=C(C=O)C=CC1OCC(=C)Cl